CN(CCN(C(OC(C)(C)C)=O)C1=C(C=C(C=C1)[N+](=O)[O-])C)C tert-butyl N-[2-(dimethylamino)ethyl]-N-(2-methyl-4-nitrophenyl)carbamate